O1C=C(C=C1)C=1C2=C(N=C(N1)N1CCOCC1)N(C(C2)C)C2=CC=NC=C2 4-(4-(furan-3-yl)-6-methyl-7-(pyridin-4-yl)-6,7-dihydro-5H-pyrrolo[2,3-d]pyrimidin-2-yl)morpholine